C(CCCCCCC\C=C/CCCCCCCC)(=O)OC(CCCCCCCC(=O)O)CCCCCCCCC 9-[(9Z)-oleoyloxy]octadecanoic acid